P([O-])(=O)(OP(=O)([O-])OP(=O)(O)O)OC[C@@H]1[C@H]([C@H]([C@@H](O1)N1C=NC=2C(N)=NC=NC12)O)O.[Na+].[Na+] Disodium Adenosine-5'-triphosphate